6-(5-phenyl-4,5-dihydro-1H-pyrazole-1-carbonyl)hexahydrocyclopenta[C]pyrrole C1(=CC=CC=C1)C1CC=NN1C(=O)C=1CCC2C1CNC2